(5β)-21-hydroxypregnane-3,20-dione OCC([C@H]1CC[C@H]2[C@@H]3CC[C@@H]4CC(CC[C@]4(C)[C@H]3CC[C@]12C)=O)=O